4,6-dicyano-1,3,5-triazine C(#N)C1=NC=NC(=N1)C#N